COC1=CC=C(C=C1)/C=C/C(=O)OCCOCCN 2-(2-aminoethoxy)ethyl (E)-3-(4-methoxyphenyl)acrylate